N,N',N''-(Nitrilotris(ethane-2,1-diyl))tris(2-bromoacetamide) N(CCNC(CBr)=O)(CCNC(CBr)=O)CCNC(CBr)=O